ClC1=C(CO[C@H]2C[C@H](C2)C(=O)NCC2=C(C(=C(C=C2)C(F)(F)F)C=2NC(C=C(N2)C(F)(F)F)=O)F)C=CC=C1 cis-3-[(2-chlorobenzyl)oxy]-N-{2-fluoro-3-[6-oxo-4-(trifluoromethyl)-1,6-dihydropyrimidin-2-yl]-4-(trifluoromethyl)benzyl}cyclobutane-1-carboxamide